C(C)[C@H]1OC2=CC=3C=CC=NC3C=C2CN(C1)CC=1C=C(C=CC1C)C(C(C(=O)OC)(C)C)C1=C(C2=C(N(N=N2)CC)C=C1)C methyl 3-(3-(((R)-2-ethyl-2,3-dihydro-[1,4]oxazepino[7,6-g]quinolin-4(5H)-yl)methyl)-4-methylphenyl)-3-(1-ethyl-4-methyl-1H-benzo[d][1,2,3]triazol-5-yl)-2,2-dimethylpropanoate